(1R,2R,4S,5S,7S)-ethyl 7-(aminomethyl)-3-oxa-9-azatricyclo[3.3.1.02,4]nonane-9-carboxylate NCC1C[C@H]2[C@@H]3O[C@@H]3[C@@H](C1)N2C(=O)OCC